4-(5-chloro[1,2,4]triazolo[1,5-a]pyridine-2-carbonyl)-10,10-dimethyl-9-oxo-1-oxa-4-azaspiro[5.5]undec-7-ene-8-carbonitrile ClC1=CC=CC=2N1N=C(N2)C(=O)N2CCOC1(C2)C=C(C(C(C1)(C)C)=O)C#N